1-(4-(methoxy-d3)phenyl)propan-1-one C(OC1=CC=C(C=C1)C(CC)=O)([2H])([2H])[2H]